Bicyclo[2.2.1]Heptane-2,3-dicarboxylic anhydride C12C3C(C(CC1)C2)C(=O)OC3=O